N1=C(C=CC=C1)C1(CC2C(C1)C1(CCCC1)OC2)C(=O)O 5-(pyridine-2-yl)hexahydrospiro[cyclopent[c]furan-1,1'-cyclopentane]-5-carboxylic acid